NC1=CC=C2C(=CNC(C2=C1)=O)C1=C(C=CC=C1)C 7-Amino-4-(o-tolyl)isoquinolin-1(2H)-one